CC1=C(C(=CC(=C1C=1C=NC=CC1)C)C)B(C1=C(C(=C(C=C1C)C)C=1C=NC=CC1)C)C1=C(C(=C(C=C1C)C)C=1C=NC=CC1)C tris-[2,4,6-trimethyl-3-(pyridin-3-yl)phenyl]borane